C(C(O)C)(=O)O.[SiH3]O silanol lactate